CC1=NN(C(=C1C=1C=C(C=2N(C1)N=CC2C#N)O[C@H](C)C2=NC=CC=C2)C)C2CCN(CC2)C (R)-6-(3,5-dimethyl-1-(1-methylpiperidin-4-yl)-1H-pyrazol-4-yl)-4-(1-(pyridin-2-yl)ethoxy)pyrazolo[1,5-a]pyridine-3-carbonitrile